CS(=O)(=O)N[C@@H]([C@@H](C)CC)C(=O)NCCN methylsulfonyl-N1-(2-aminoethyl)-L-isoleucine amide